COC1=NC(=CC=C1C1=CN(C2=NC(=CC=C21)NC(=O)C2CC2)COCC[Si](C)(C)C)NC N-[3-[2-methoxy-6-(methylamino)pyridin-3-yl]-1-[[2-(trimethylsilyl)ethoxy]methyl]pyrrolo[2,3-b]pyridin-6-yl]cyclopropanecarboxamide